N,N-dimethyl-3-[(9Z)-octadec-9,12-dien-1-yloxy]propane-1-amine CN(CCCOCCCCCCCC\C=C/CC=CCCCCC)C